FN1[C@@H](CCC1)C(=O)O fluoroproline